C(C)S(=O)(=O)C=1C=C(C=NC1C1=NC=2N(C=C1)N=C(C2)C(F)(F)F)OC(C(=O)N)(C)C 2-((5-(ethylsulfonyl)-6-(2-(trifluoromethyl)pyrazolo[1,5-a]pyrimidin-5-yl)pyridin-3-yl)oxy)-2-methylpropanamide